NC1=NN2C(C=CC(=C2)C=2C=CC(=C(C2)NC(=O)N2OCC[C@H]2C2=CC=CC=C2)C#N)=N1 (S)-N-(5-(2-amino-[1,2,4]triazolo[1,5-a]pyridin-6-yl)-2-cyanophenyl)-3-phenylisooxazolidine-2-carboxamide